NC(C1(CC1)C#N)C1=C(C(=CC=C1)F)Cl 1-(Amino(2-chloro-3-fluorophenyl)methyl)cyclopropane-1-carbonitrile